BrC=1C(=NC(=NC1)Cl)NC=1C(=C2N=CC=NC2=CC1)N N6-(5-bromo-2-chloro-pyrimidin-4-yl)quinoxaline-5,6-diamine